C(C)(C)C1=C(NC2=NC=C(N=C21)C2CCN(CC2)CC(=O)N(C)C)C=2C=C(C=1N(C2)N=CN1)OC 2-(4-(7-isopropyl-6-(8-methoxy-[1,2,4]triazolo[1,5-a]pyridin-6-yl)-5H-pyrrolo[2,3-b]pyrazin-2-yl)piperidin-1-yl)-N,N-dimethylacetamide